CC1=CC=CC=C1N o-Toluidine